N1=C(C=CC=2CCCNC12)CN1CC2(CN(C2)C/C=C/C(=O)OC)CC1 methyl (E)-4-(6-((5,6,7,8-tetrahydro-1,8-naphthyridin-2-yl)methyl)-2,6-diazaspiro[3.4]octan-2-yl)but-2-enoate